C(C)(C)(C)OC(CC(=O)O)C=CCCS 3-tert-butoxy-7-(R)-mercapto-4-heptenoic acid